2-(2,4-dichlorophenyl)-N-(1,1-dioxidobenzo[b]thiophen-6-yl)acetamide ClC1=C(C=CC(=C1)Cl)CC(=O)NC=1C=CC2=C(S(C=C2)(=O)=O)C1